6-fluoro-3-phenyl-2-{4-[(piperidin-1-yl)methyl]anilino}quinazolin-4(3H)-one FC=1C=C2C(N(C(=NC2=CC1)NC1=CC=C(C=C1)CN1CCCCC1)C1=CC=CC=C1)=O